FC1=C(OC[C@@H](/C=C/[C@H]2[C@H](C[C@@H]3OC[C@H](CC[C@@H]32)CCCC(=O)O)O)O)C=C(C=C1)F 4-{(3S,5aR,6R,7S,8aS)-6-[(1E,3R)-4-(2,5-difluorophenoxy)-3-hydroxy-buten-1-yl]-7-hydroxyoctahydro-2H-cyclopenta[b]oxepin-3-yl}butanoic Acid